(±)-3-amino-N-(3,4-difluorophenyl)-2,3-dihydrobenzofuran-7-carboxamide N[C@H]1COC2=C1C=CC=C2C(=O)NC2=CC(=C(C=C2)F)F |r|